2,5-difluoro-4-bromobenzoic acid FC1=C(C(=O)O)C=C(C(=C1)Br)F